C(C)C=1N=C2N(C=C(C=C2)C=2C=NC(=NC2)N2CCN(CC2)C(=O)[C@H]2NC[C@@H](C2)O)C1N(C=1SC(=C(N1)C1=CC=C(C=C1)F)C#N)C 2-((2-ethyl-6-(2-(4-((2S,4R)-4-hydroxypyrrolidine-2-carbonyl)piperazin-1-yl)pyrimidin-5-yl)imidazo[1,2-a]pyridin-3-yl)(methyl)amino)-4-(4-fluorophenyl)thiazole-5-carbonitrile